{3-[N,N-bis(t-butyldimethylsilyl)amino]propyl}trimethoxysilane [Si](C)(C)(C(C)(C)C)N([Si](C)(C)C(C)(C)C)CCC[Si](OC)(OC)OC